3-(1-hydroxy-3,3-dimethylbutyl)quinoxalin-2(1H)-one OC(CC(C)(C)C)C=1C(NC2=CC=CC=C2N1)=O